FC1=C(C=C(C=N1)C(C)N1C=NC2=CC=C(C=C2C1=O)CO)OC 3-(1-(6-fluoro-5-methoxypyridin-3-yl)ethyl)-6-(hydroxymethyl)quinazolin-4(3H)-one